ethyl-N-(oxetan-3-ylidene)propane-2-sulfinamide C(C)CC(C)S(=O)N=C1COC1